C1(=CC=C(C=C1)C1=[N+](C=CC=C1)[Ir]([N+]1=C(C=CC=C1)C1=CC=C(C=C1)C)[N+]1=C(C=CC=C1)C1=CC=C(C=C1)C)C Tris[2-(p-tolyl)pyridinium-1-yl]iridium(III)